C(C1=C(C(=C(C(=C1)C)O)N)C)C1=C(C(=C(C(=C1)C)O)N)C 4,4'-methylenebis(2-amino-3,6-xylenol)